phosphono-pyridoxine sodium [Na].P(=O)(O)(O)OC=1C(=NC=C(C1CO)CO)C